FC(C(=O)N1CC(C1)N1C(N(C2=NC=CC(=C21)C2=NC(=NOC=C2)C(C)C)C=2C=NC(=CC2)C(F)(F)F)=O)=C 1-[1-(2-fluoroacryloyl)azetidin-3-yl]-7-[3-(prop-2-yl)-1,2,4-oxadiazepin-5-yl]-3-[6-(trifluoromethyl)pyridin-3-yl]-2,3-dihydro-1H-imidazo[5,4-b]pyridin-2-one